CNC(=O)C1=CC(=NN1)C N,3-dimethyl-1H-pyrazole-5-carboxamide